17-Cyclopropylmethyl-3,14β-dihydroxy-4,5α-epoxy-6α-(indole-2-carboxamido)morphinan C1(CC1)CN1[C@H]2[C@@]3(CC[C@@H]([C@H]4[C@@]3(C=3C(=C(C=CC3C2)O)O4)CC1)NC(=O)C=1NC4=CC=CC=C4C1)O